2-[(2-dodecylcarbaMoyl-ethyl)-2-{(2-dodecylcarbamoyl-ethyl)-[2-(2-dodecylcarbamoyl-ethylamino)-ethyl]-amino}-ethylamino]propionamide C(CCCCCCCCCCC)NC(=O)CCN(C(C(=O)N)C)CCN(CCNCCC(NCCCCCCCCCCCC)=O)CCC(NCCCCCCCCCCCC)=O